(3S,4R,5R,6R)-6-(aminomethyl)-3-(piperidin-1-yl)tetrahydro-2H-pyran-2,4,5-triol NC[C@@H]1[C@@H]([C@@H]([C@@H](C(O1)O)N1CCCCC1)O)O